(2S,4R)-1-[(2S)-2-(4-cyclopropyltriazol-1-yl)-3,3-dimethyl-butanoyl]-4-hydroxy-N-(1-methyl-2,2-dioxo-3,4-dihydro-2lambda6,1-benzothiazin-4-yl)pyrrolidine-2-carboxamide C1(CC1)C=1N=NN(C1)[C@H](C(=O)N1[C@@H](C[C@H](C1)O)C(=O)NC1CS(N(C2=C1C=CC=C2)C)(=O)=O)C(C)(C)C